3-[[4-(2,6-Dimethylphenyl)-6-[(2R)-4-methyl-2-[(4,4,5,6,6-pentadeuteriospiro[2.3]hexan-5-yl)amino]pentoxy]pyrimidin-2-yl]sulfamoyl]benzoic acid CC1=C(C(=CC=C1)C)C1=NC(=NC(=C1)OC[C@@H](CC(C)C)NC1(C(C2(CC2)C1([2H])[2H])([2H])[2H])[2H])NS(=O)(=O)C=1C=C(C(=O)O)C=CC1